C(C1CO1)OC1=CC(=C(C=C1)C)C1=C(O)C(=C(C(=C1C)C(C)(C)C1=CC=C(C=C1)O)C)C1=CC=CC=C1 p-glycidyloxyphenyl-dimethyltolyl-bisphenol A